C(CCC(=O)OC1=CC=CC=C1)(=O)OCC1=CC(=CC(=C1)[N+](=O)[O-])[N+](=O)[O-] 3,5-dinitrobenzyl phenyl succinate